C1(CCC1)CCN 2-cyclobutylethan-1-amine